3-Fluoro-4-(4-(4-oxo-4,5,6,7-tetrahydro-1H-pyrrolo[3,2-c]pyridin-2-yl)pyridin-2-yl)benzoic acid FC=1C=C(C(=O)O)C=CC1C1=NC=CC(=C1)C1=CC=2C(NCCC2N1)=O